4'-((3-propyl-1-(2-methylphenyl)-5-oxo-1,5-dihydro-4H-1,2,4-triazol-4-yl)methyl)-N-(4,5-dimethylisoxazol-3-yl)-2'-(ethoxymethyl)-[1,1'-biphenyl]-2-sulfonamide C(CC)C1=NN(C(N1CC1=CC(=C(C=C1)C=1C(=CC=CC1)S(=O)(=O)NC1=NOC(=C1C)C)COCC)=O)C1=C(C=CC=C1)C